C(C)(C)(C)OC(=O)NOCC(=O)O 2-(((tert-butoxycarbonyl)-amino)oxy)acetic acid